(s)-3-[6-(benzyloxy)-6-oxohexanamido]-4-({2-[(α-L-fucopyranosyl)oxy]ethyl}amino)-4-oxobutanoic acid C(C1=CC=CC=C1)OC(CCCCC(=O)N[C@@H](CC(=O)O)C(=O)NCCO[C@H]1[C@@H](O)[C@H](O)[C@H](O)[C@@H](O1)C)=O